6-(2-(4-(tert-butyl)phenyl)prop-1-en-1-yl)-N-(2-(2-cyano-4,4-difluoropyrrolidin-1-yl)-2-oxoethyl)quinoline-4-carboxamide methyl-N-(5,6-diphenyl-1,2,4-triazin-3-yl)carbamate COC(NC=1N=NC(=C(N1)C1=CC=CC=C1)C1=CC=CC=C1)=O.C(C)(C)(C)C1=CC=C(C=C1)C(=CC=1C=C2C(=CC=NC2=CC1)C(=O)NCC(=O)N1C(CC(C1)(F)F)C#N)C